NC=1SC2=C(C1C#N)C(=CC=C2F)C2=C(C=C1C(=NC(=NC1=C2F)OC[C@]2(N(CCC2)C)CO)N2CC1CCC(C2)N1)Cl 2-amino-4-[6-chloro-4-(3,8-diazabicyclo[3.2.1]octan-3-yl)-8-fluoro-2-[[(2R)-2-(hydroxymethyl)-1-methyl-pyrrolidin-2-yl]methoxy]quinazolin-7-yl]-7-fluoro-benzothiophene-3-carbonitrile